C(C)C1=CN=CC=2N=C(N=C(C21)N2CCC1(CCN(C1)C(=O)OC(C)(C)C)CC2)C2=CC=NC=C2 tert-Butyl 8-(5-ethyl-2-(pyridin-4-yl)pyrido[3,4-d]pyrimidin-4-yl)-2,8-diazaspiro[4.5]decane-2-carboxylate